C(C1=CC=CC=C1)NCC(O)C1=CC(=C(C=C1)O)O 2-benzylamino-1-(3',4'-dihydroxyphenyl)-ethanol